5-(3-fluoro-5-(2-(4-(methylsulfonyl)phenyl)ethynyl)phenoxy)-1H-1,2,3-triazole-4-carboxylic acid FC=1C=C(OC2=C(N=NN2)C(=O)O)C=C(C1)C#CC1=CC=C(C=C1)S(=O)(=O)C